BrC1=C(C=CC=C1)SC1=CC(C=2C3=C(N=C(C2C1=O)CC)N(C(N(C3=O)C)=O)C)=O 8-((2-bromophenyl)thio)-6-ethyl-2,4-dimethylpyrimido[4,5-c]Isochinolin-1,3,7,10(2H,4H)-Tetraon